NCCCC(=O)N1[C@@H](C[C@H](C1)O)COC(C1=CC=CC=C1)(C1=CC=C(C=C1)OC)C1=CC=C(C=C1)OC 4-amino-1-((2S,4R)-2-((bis(4-methoxyphenyl)(phenyl)methoxy)methyl)-4-hydroxypyrrolidin-1-yl)butan-1-one